CN1CCN(CC1)CCC(=C)C1=CC=CC=C1 1-(4-methyl-1-piperazinyl)-3-phenylbut-3-ene